BrC1=C(C(=NC=C1F)NS(=O)(=O)C)I N-(4-bromo-5-fluoro-3-iodopyridin-2-yl)methanesulfonamide